2-(2,3,4,5-tetrakis(3-methyl-9H-carbazol-9-yl)-6-(pyridin-4-yl)phenyl)benzo[d]thiazole CC=1C=CC=2N(C3=CC=CC=C3C2C1)C1=C(C(=C(C(=C1N1C2=CC=CC=C2C=2C=C(C=CC12)C)N1C2=CC=CC=C2C=2C=C(C=CC12)C)N1C2=CC=CC=C2C=2C=C(C=CC12)C)C1=CC=NC=C1)C=1SC2=C(N1)C=CC=C2